CC(C(=O)ON1C(CCC2=CC=C(C=C12)OCCCCN1CCN(CC1)C1=C(C(=CC=C1)Cl)Cl)=O)CCCC (7-(4-(4-(2,3-dichlorophenyl) piperazin-1-yl) butoxy)-2-oxo-3,4-dihydroquinolin-1(2H)-yl) methylhexanoate